[Zn].C(C1=CC=CC=C1)OCCOC1COC1 3-(2-benzyloxyethoxy)oxetane zinc